FC1=CC(=C(C=C1)C(C(=O)C1=CNC2=CC=C(C=C12)C)NC1=CC(=CC(=C1)OC)OCCO)OC 2-(4-fluoro-2-methoxyphenyl)-2-((3-(2-hydroxyethoxy)-5-methoxyphenyl)amino)-1-(5-methyl-1H-indol-3-yl)ethanone